C(C)(C)(C)OC(NC/C(=C\F)/COC=1C=C2C=CC=NC2=CC1)=O N-[(E)-3-fluoro-2-(6-quinolinyloxymethyl)allyl]carbamic acid tert-butyl ester